FC1=C(C=CC(=C1)[C@H]1[C@H](COC2=CC(=CC=C12)O)C1CCOCC1)N1CCC(CC1)C=O 1-(2-Fluoro-4-((3R,4R)-7-hydroxy-3-(tetrahydro-2H-pyran-4-yl)chroman-4-yl)phenyl)piperidine-4-carbaldehyde